ClC1=CC=C2C(=N1)N(C(=N2)C)C[C@@H]2COCC2 (R)-5-chloro-2-methyl-3-((tetrahydrofuran-3-yl)methyl)-3H-imidazo[4,5-b]pyridine